[2-(4-methylphenyl)-2-oxoethyl]malononitrile CC1=CC=C(C=C1)C(CC(C#N)C#N)=O